2-[[7-Acetamido-2-phenyl-6-[2-[(E)-3-phenylprop-2-enoyl]phenoxy]-4,4a,6,7,8,8a-hexahydropyrano[3,2-d][1,3]dioxin-8-yl]oxy]acetic acid C(C)(=O)NC1C(C2OC(OCC2OC1OC1=C(C=CC=C1)C(\C=C\C1=CC=CC=C1)=O)C1=CC=CC=C1)OCC(=O)O